C(CCCCC)C1=NNC(C2=CC=CC=C12)=O hexyl-4-oxophthalazine